[1,2]thiazino[3,4-b]indole N=1SC=CC=2C1N=C1C=CC=CC21